ClC=1C(=C(C=C(C1N)OC)C1=CC=C(C(=C1)OC)N)Cl dichloro-4,4'-diamino-5,5'-dimethoxybiphenyl